dioctanoic acid zinc [Zn].C(CCCCCCC)(=O)O.C(CCCCCCC)(=O)O